2-methyl-pyrido[3,4-d]pyridazine-1,7-dione CN1NC=C2C(C1=O)=CC(N=C2)=O